(5RS)-2-[2,5-Bis(trifluoromethyl)benzyl]-5-(pyrrolidin-1-ylcarbonyl)-5,6,7,8-tetrahydro[1,2,4]triazolo[4,3-a]pyridin-3(2H)-one FC(C1=C(CN2N=C3N([C@H](CCC3)C(=O)N3CCCC3)C2=O)C=C(C=C1)C(F)(F)F)(F)F |r|